N-(4-(N-(3,5-dibromobenzyl)sulfamoyl)phenyl)-2-(pyridin-4-yl)cyclopropane-1-carboxamide BrC=1C=C(CNS(=O)(=O)C2=CC=C(C=C2)NC(=O)C2C(C2)C2=CC=NC=C2)C=C(C1)Br